4-propyl-2-(5-propylisoxazole-3-yl)phenol C(CC)C1=CC(=C(C=C1)O)C1=NOC(=C1)CCC